NC1=C(C(N(C(N1CC)=O)CC)=O)NC(\C=C\C=1C=NC(=CC1)OCCOC(C)C)=O (E)-N-(6-amino-1,3-diethyl-2,4-dioxo-1,2,3,4-tetrahydropyrimidin-5-yl)-3-(6-(2-isopropoxyethoxy)pyridin-3-yl)acrylamide